ClC1=CC=C(C=C1)C=1N=C(N(C1C1=CC=NC=C1)CC(=O)N1CCN(CC1)C(=O)OC(C)(C)C)C1=CC=C(C=C1)OC tert-Butyl 4-[2-[4-(4-chlorophenyl)-2-(4-methoxyphenyl)-5-(4-pyridyl)imidazol-1-yl]acetyl]piperazine-1-carboxylate